[OH-].[Fe+] iron(I) hydroxide